CC(CC(C)(C)C)(C)C1=CC=C(C=C1)OC1=CC=C(C=C1)C(CC(C)(C)C)(C)C p-(1,1,3,3-tetramethylbutyl)-phenyl ether